zirconium-cobalt [Co].[Zr]